N-[3-[5-chloro-2-[(2-methylpyrazol-3-yl)amino]pyrimidin-4-yl]-1-methyl-indol-6-yl]prop-2-enamide ClC=1C(=NC(=NC1)NC=1N(N=CC1)C)C1=CN(C2=CC(=CC=C12)NC(C=C)=O)C